COC1=CC=C2C(=N1)CC(OC2=O)(C)C 2-Methoxy-7,7-dimethyl-7,8-dihydro-5H-pyrano[4,3-b]pyridin-5-one